hexane-2,4-dione CC(CC(CC)=O)=O